tert-butyl (S)-4-(2-(6-(4-chlorophenyl)-8-methoxy-1-methyl-4H-benzo[f][1,2,4]triazolo[4,3-a][1,4]diazepin-4-yl)acetamido)piperidine-1-carboxylate ClC1=CC=C(C=C1)C1=N[C@H](C=2N(C3=C1C=C(C=C3)OC)C(=NN2)C)CC(=O)NC2CCN(CC2)C(=O)OC(C)(C)C